7-(3-hydroxy-3-methyl-but-1-ynyl)-3-[[(2S)-oxetan-2-yl]methyl]benzimidazole-5-carboxylic acid OC(C#CC1=CC(=CC2=C1N=CN2C[C@H]2OCC2)C(=O)O)(C)C